N1(CCC1)C(=O)N1[C@H](COC2=C(C1)C=CC(=C2)C(=O)OC)C methyl (S)-4-(azetidine-1-carbonyl)-3-methyl-2,3,4,5-tetrahydrobenzo[f][1,4]oxazepine-8-carboxylate